3-((3-chloro-2-methoxyphenyl)amino)-2-(6-methoxy-1,5-naphthyridin-4-yl)-1,5,6,7-tetrahydro-4H-pyrrolo[3,2-c]pyridin-4-one ClC=1C(=C(C=CC1)NC1=C(NC2=C1C(NCC2)=O)C2=CC=NC1=CC=C(N=C21)OC)OC